N-(1-methyl-3-methyl-4-piperidyl)-2-amino-6-[3-(4-mesyl-2-anisidino)-1-propynyl]-1-(2,2,2-trifluoroethyl)-1H-1,3-benzimidazole-4-carboxamide CN1CC(C(CC1)NC(=O)C1=CC(=CC=2N(C(=NC21)N)CC(F)(F)F)C#CCNC=2C(OC)=CC=C(C2)S(=O)(=O)C)C